N1N=NN=C1N1C[C@@H](CCC1)NC(N(C)C1=CC=C(C=C1)Cl)=O (R)-3-(1-(1H-tetrazol-5-yl)piperidin-3-yl)-1-(4-chlorophenyl)-1-methylurea